1-methyl-4-{4-[5-(2-methylphenyl)-1,3,4-oxadiazol-2-yl]piperidin-1-yl}-7-{[(3S)-oxan-3-yl]oxy}-2-oxo-1,2-dihydroquinoline-3-carboxamide CN1C(C(=C(C2=CC=C(C=C12)O[C@@H]1COCCC1)N1CCC(CC1)C=1OC(=NN1)C1=C(C=CC=C1)C)C(=O)N)=O